2-(pyrimidin-5-yl)morpholine N1=CN=CC(=C1)C1CNCCO1